(1aRS,7bSR)-5-[2-((R)-1-ethylpyrrolidin-3-ylmethyl)-4-fluorobenzenesulfonyl-amino]-1,1a,2,7b-tetrahydro-cyclopropa[c]chromene-4-carboxylic acid C(C)N1C[C@@H](CC1)CC1=C(C=CC(=C1)F)S(=O)(=O)NC1=CC=C2[C@@H]3[C@H](COC2=C1C(=O)O)C3 |&1:23,24|